ClC1=CC=C2C=CNC(C2=C1)=O 7-chloroisoquinolin-1(2H)-one